CS(=O)(=O)NC1C(N(CCC1)C(=O)OC)COC1CCC(CC1)C1=CC=CC=C1 methyl 3-((methylsulfonyl)amino)-2-(((4-phenyl-cyclohexyl)-oxy)methyl)piperidine-1-carboxylate